ClC=1C=2N(C=C(N1)S(=O)(=O)Cl)C=NC2 8-chloro-6-(chlorosulfonyl)imidazo[1,5-a]pyrazin